C(C)C(C(=O)[O-])C(C1=CC=CC=C1)=O.C(C)C(C(=O)[O-])C(C1=CC=CC=C1)=O.C(C)O[Zr+2]OCC diethoxyzirconium bis(ethylbenzoyl acetate)